6-amino-9-((1R,4R)-4-(hydroxymethyl)cyclohexyl)-8-oxo-8,9-dihydro-7H-purine NC1=C2NC(N(C2=NC=N1)C1CCC(CC1)CO)=O